C1(CCCC1)N1CCN(CC1)C1=CC=CC(=N1)S(=O)(=O)NC(=O)C=1C(=NC=CC1)N1C(CC(C1)C)(C)C N-[[6-(4-Cyclopentylpiperazin-1-yl)-2-pyridyl]sulfonyl]-2-(2,2,4-trimethylpyrrolidin-1-yl)pyridin-3-carboxamid